C(CCC)C=1C=NC=C(C1)[C@H](C=C)C1=CC=CC=C1 (R)-3-butyl-5-(1-phenylallyl)pyridine